NCC1(CCCC1)N(C)C 1-(aminomethyl)-N,N-dimethylcyclopentylamine